(7-((2S,5R)-4-(1-(3-(difluoromethyl)quinoxalin-6-yl)ethyl)-2,5-dimethylpiperazin-1-yl)-4-methyl-5-oxo-4,5-dihydro-2H-pyrazolo[4,3-b]pyridin-2-yl)acetonitrile FC(C=1C=NC2=CC=C(C=C2N1)C(C)N1C[C@@H](N(C[C@H]1C)C=1C=2C(N(C(C1)=O)C)=CN(N2)CC#N)C)F